5-bromo-1-methylpyrrolo[3,2-b]pyridine BrC1=CC=C2C(=N1)C=CN2C